C1(=CC=CC=C1)N1C2=CC=CC=C2C=2C=C(C=CC12)C1=CC2=C(C=C1)NC=1C(NC3=CC=CC=C3C12)=O 10-(9-phenylcarbazol-3-yl)-5,7-dihydroindolo[2,3-c]quinolin-6-one